2-(3-(1-((1S,2S,3S,5S,6S)-2,6-difluoro-1,5-dimethyl-8-azabicyclo[3.2.1]octan-3-yl)vinyl)-1,2,4-triazin-6-yl)-5-(1H-imidazol-1-yl)phenol F[C@@H]1[C@@]2(C[C@@H]([C@](C[C@H]1C(=C)C=1N=NC(=CN1)C1=C(C=C(C=C1)N1C=NC=C1)O)(N2)C)F)C